2-methoxy-4-(6-(4-bromothien-2-yl)pyrazin-2-yl)methylbenzoate COC1=C(C(=O)[O-])C=CC(=C1)CC1=NC(=CN=C1)C=1SC=C(C1)Br